tri[(2-hydroxy)-1-propyl]amine OC(CN(CC(C)O)CC(C)O)C